C(C)(C)(C)OC(=O)C1CC(C1)([N+](=O)[O-])C(C)O 3-(1-hydroxyethyl)-3-nitro-cyclobutanecarboxylic acid tert-butyl ester